ClC1=C(C=CC=C1B1OC(C(O1)(C)C)(C)C)NC(=O)C1=NN2CN(CCC2=C1)CCCF N-(2-Chloro-3-(4,4,5,5-tetramethyl-1,3,2-dioxaborolan-2-yl)phenyl)-6-(3-fluoropropyl)-4,5,6,7-tetrahydropyrazolo[1,5-c]pyrimidine-2-carboxamide